5-(8,8-difluoro-7-hydroxy-5-trifluoromethylbicyclo[4.2.0]oct-1,3,5-triene-2-enyloxy)-1,3-dicyanobenzene FC1(C(C2=C(C(=C=C=C12)OC=1C=C(C=C(C1)C#N)C#N)C(F)(F)F)O)F